CC1=C(C=CC=C1)CCCCCCCNC(CC)=O N-[7-(2-methylphenyl)heptyl]propanamide